CC=1C(=NC=CC1)[C@@H](C)N |r| rac-1-(3-methylpyridin-2-yl)ethanamine